2-(2-morpholinoethoxy)ethanol dimethyl-1,4,5,8-Naphthalenetetracarboxylate CC=1C(=C(C=2C(=CC=C(C2C1C(=O)O)C(=O)O)C(=O)O)C(=O)O)C.O1CCN(CC1)CCOCCO